methyl 4-(isoquinolin-3-yl)-2-methylbenzoate C1=NC(=CC2=CC=CC=C12)C1=CC(=C(C(=O)OC)C=C1)C